(1R,2S,5S)-3-((R)-2-methoxybutanoyl)-6,6-dimethyl-N-((S)-3-oxo-1-((S)-2-oxopyrrolidin-3-yl)-4-(trifluoromethoxy)butan-2-yl)-3-azabicyclo[3.1.0]-hexane-2-carboxamide CO[C@@H](C(=O)N1[C@@H]([C@H]2C([C@H]2C1)(C)C)C(=O)N[C@@H](C[C@H]1C(NCC1)=O)C(COC(F)(F)F)=O)CC